4-[(3,5-dimethoxyphenyl)methyl]-2-methyl-7,8-dihydro-6H-pyrazolo[1,5-a][1,3]diazepin-5-one COC=1C=C(C=C(C1)OC)CN1C=2N(CCCC1=O)N=C(C2)C